S1CC=CC2=C1C=CC=C2 1-benzothiopyran